γ-glycidoxypropylmethyldibutoxysilane C(C1CO1)OCCC[Si](OCCCC)(OCCCC)C